2-((2-(2-fluorophenyl)-5H-imidazo[4,5-c]pyridin-5-yl)methyl)-5-methoxybenzo[d]oxazole FC1=C(C=CC=C1)C=1N=C2C(=CN(C=C2)CC=2OC3=C(N2)C=C(C=C3)OC)N1